FC1=CC=CC2=C1C1=C(CCN(CC1)CC(F)(F)F)O2 10-fluoro-3-(2,2,2-trifluoroethyl)-2,3,4,5-tetrahydro-1H-benzofuro[2,3-d]azepine